BrC1=CC=C(C=C1)[C@@]12OC3=C([C@@]1([C@@H](C[C@H]2C2=CC=CC=C2)O)O)C(=CC(=C3)OC)OC (1R,3S,3aR,8bS)-3a-(4-bromophenyl)-6,8-dimethoxy-3-phenyl-1,2,3,3a-tetrahydro-8bH-cyclopenta[b]benzofuran-1,8b-diol